N-allyl-N-[[4-[5-(trifluoromethyl)-1,2,4-oxadiazol-3-yl]phenyl]methyl]acetamide Tert-Butyl-3-hydroxypropyl-(2E)-but-2-enedioate C(C)(C)(C)\C(=C(/C(=O)O)\CCCO)\C(=O)O.C(C=C)N(C(C)=O)CC1=CC=C(C=C1)C1=NOC(=N1)C(F)(F)F